BrC1OC2=C(C1Br)C=C(C=C2)Cl 2,3-Dibromo-5-chloro-2,3-dihydrobenzofuran